(1S,3S)-3-((4-Methyl-2-(1-methyl-5-((4-propoxypyrimidin-2-yl)amino)-1H-pyrazol-4-yl)pyrimidin-5-yl)oxy)cyclohexan CC1=NC(=NC=C1OC1CCCCC1)C=1C=NN(C1NC1=NC=CC(=N1)OCCC)C